[N+](#[C-])CCN1CCN(CC1)C=1C(=C(N)C=CC1)[N+](=O)[O-] 3-(4-(2-isocyanoethyl)piperazin-1-yl)-2-nitroaniline